(2-(2-(but-2-en-2-yl)naphthalen-1-yl)-5-methylphenyl)diphenylphosphine CC(=CC)C1=C(C2=CC=CC=C2C=C1)C1=C(C=C(C=C1)C)P(C1=CC=CC=C1)C1=CC=CC=C1